(2S)-2-[[3-[[(2S)-morpholin-2-yl]methoxy]phenoxy]methyl]morpholine N1C[C@H](OCC1)COC=1C=C(OC[C@@H]2CNCCO2)C=CC1